C(C=C)(=O)NCCCN acrylamidopropylamine